3-dodecoxy-2-hydroxypropyldi(3-hydroxypropyl)amine oxide C(CCCCCCCCCCC)OCC(C[N+](CCCO)(CCCO)[O-])O